F[C@@H]1CN(CC1)C1=C(CN2C[C@H](N(CC2)C(=O)N2N=C(C=C2)C(=O)O)C)C=CC(=C1)C(F)(F)F 1-((R)-4-(2-((S)-3-fluoropyrrolidin-1-yl)-4-(trifluoromethyl)benzyl)-2-methylpiperazine-1-carbonyl)-1H-pyrazole-3-carboxylic acid